7-chloro-7-oxoheptyl 2-butyloctanoate C(CCC)C(C(=O)OCCCCCCC(=O)Cl)CCCCCC